(3R)-1-methylpiperidin-3-amine CN1C[C@@H](CCC1)N